tert-butyl 1-(2-iodo-4-(trifluoromethyl) benzyl)-1,8-diazaspiro[4.5]decane-8-carboxylate IC1=C(CN2CCCC23CCN(CC3)C(=O)OC(C)(C)C)C=CC(=C1)C(F)(F)F